N1C(OC2(C3=C1N=CC=C3)CCNCCC2)=O Spiro[azepan-4,4'-pyrido[2,3-d][1,3]oxazin]-2'(1'H)-one